6-((4-fluoro-1H-pyrrolo[2,3-b]pyridin-5-yl)oxy)-1-methyl-2-((1-methyl-2-oxo-5-(trifluoromethyl)-1,2-dihydropyridin-3-yl)amino)-1H-imidazo[4,5-b]pyridine-7-carbonitrile FC1=C2C(=NC=C1OC=1C(=C3C(=NC1)N=C(N3C)NC=3C(N(C=C(C3)C(F)(F)F)C)=O)C#N)NC=C2